COC1=C(C=C(C(=C1)N1CCOCC1)[N+](=O)[O-])NC1=NC=CC=N1 2-(2-methoxy-4-morpholino-5-nitrophenylamino)pyrimidine